[Br-].OCC[N+](C)(C)C 2-hydroxyethyl-trimethylammonium bromide salt